2-(4,4-difluorocyclohexyl)-1-(7,7-dimethyl-2-(3-methyl-3,8-diazabicyclo[3.2.1]octan-8-yl)-6,7-dihydrothiazolo[5,4-c]pyridin-5(4H)-yl)ethan-1-one FC1(CCC(CC1)CC(=O)N1CC2=C(C(C1)(C)C)N=C(S2)N2C1CN(CC2CC1)C)F